N-[(2S)-1-[(2S,4R)-2-[4-(3,4-dihydro-1H-2,7-naphthyridine-2-carbonyl)-1H-imidazol-2-yl]-4-hydroxypyrrolidin-1-yl]-3,3-dimethyl-1-oxobutan-2-yl]acetamide C1N(CCC2=CC=NC=C12)C(=O)C=1N=C(NC1)[C@H]1N(C[C@@H](C1)O)C([C@H](C(C)(C)C)NC(C)=O)=O